COC(=O)C1=NC=C(C=C1NC1CC1)C1CC1 5-cyclopropyl-3-(cyclopropylamino)pyridine-2-carboxylic acid methyl ester